ClC1=CC=C(C(=N1)C(=O)O)N[C@H](C)C1=C2N=C(C(=NC2=CC(=C1)CC)C#N)N1CCOCC1 (R)-6-chloro-3-((1-(2-cyano-7-ethyl-3-morpholinoquinoxalin-5-yl)ethyl)amino)picolinic acid